((5S)-4-benzyl-5-ethylmorpholin-2-yl)methanol C(C1=CC=CC=C1)N1CC(OC[C@@H]1CC)CO